2,6-bis([1,2,4]triazolo[4,3-a]pyrimidin-7-yl)pyridine N=1N=CN2C1N=C(C=C2)C2=NC(=CC=C2)C2=NC=1N(C=C2)C=NN1